tert-butyl (2S,5R)-4-(1-(2-cyano-4-fluorophenyl) ethyl)-2,5-diethylpiperazine-1-carboxylate C(#N)C1=C(C=CC(=C1)F)C(C)N1C[C@@H](N(C[C@H]1CC)C(=O)OC(C)(C)C)CC